C(C)(=O)OC\C=C(\CC\C=C(\CC\C=C(\CCC=C(C)C)/C)/C)/C (E,E,E)-3,7,11,15-Tetramethyl-2,6,10,14-hexadecatetraenyl acetate